CC1N(CCN(C1)C)C(=O)OC=1C(=C2C(=NC=NC2=CC1)NC1=CC(=C(C=C1)OC1=CC=2N(C=N1)N=CN2)C)O[C@H]2C(CN(CC2)C)(F)F 4-((4-([1,2,4]triazolo[1,5-c]pyrimidin-7-yloxy)-3-methylphenyl)amino)-5-(((R)-3,3-difluoro-1-methylpiperidin-4-yl)oxy)quinazolin-6-yl 2,4-dimethylpiperazine-1-carboxylate